ClC=1C=NC=CC1S 3-Chloropyridine-4-thiol